2,6-di-tert-octylphenol C(C)(C)(CC(C)(C)C)C1=C(C(=CC=C1)C(C)(C)CC(C)(C)C)O